(S)-2-(((5-nitroindol-2-yl)methyl)amino)ethane-1-ol [N+](=O)([O-])C=1C=C2C=C(NC2=CC1)CNCCO